5-bromo-2-trifluoromethyl-benzoic acid 6-(5-bromo-2-trifluoromethyl-benzoylamino)-pyridin-3-yl ester BrC=1C=CC(=C(C(=O)NC2=CC=C(C=N2)OC(C2=C(C=CC(=C2)Br)C(F)(F)F)=O)C1)C(F)(F)F